6-azido-1-cyano-3,3-dimethyl-2-hexyl succinimidyl carbonate C(OC(CC#N)C(CCCN=[N+]=[N-])(C)C)(ON1C(CCC1=O)=O)=O